N-(7-hydroxy-2,3-dihydrobenzofuran-3-yl)acrylamide tert-butyl-6-[[3-fluoro-5-(trifluoromethyl)-2-pyridinyl]methylene]-2-azaspiro[3.3]heptane-2-carboxylate C(C)(C)(C)OC(=O)N1CC2(C1)CC(C2)=CC2=NC=C(C=C2F)C(F)(F)F.OC2=CC=CC=1C(COC12)NC(C=C)=O